FC(C1=C(C=CC2=C1[C@H](C(S2(=O)=O)(F)F)O)OC=2C=C(C#N)C=C(C2)F)F 3-[[(3R)-4-(Difluoromethyl)-2,2-difluoro-3-hydroxy-1,1-dioxo-3H-1-benzothiophen-5-yl]oxy]-5-fluorobenzonitrile